4-((3-(4-aminoimidazo[2,1-f][1,2,4]triazin-7-yl)-4-methylphenyl)sulfonyl)-1-methylpiperazin-2-one NC1=NC=NN2C1=NC=C2C=2C=C(C=CC2C)S(=O)(=O)N2CC(N(CC2)C)=O